ClC1=C(C=CC(=C1)OC1=C(C=CC=C1)F)C(=O)C1=NNC2=NC=CC(=C21)N[C@H]2CO[C@@H](CC2)CO (2-chloro-4-(2-fluorophenoxy)phenyl)(4-(((3R,6S)-6-(hydroxymethyl)tetrahydro-2H-pyran-3-yl)amino)-1H-pyrazolo[3,4-b]pyridin-3-yl)methanone